N1=CC=C(C=C1)C[Au](Cl)Cl (pyridin-4-ylmethyl)gold (III) chloride